C(C(C)C)(=O)N1[C@@H](CN(C[C@@H]1C)C1=NC=NC=2NC3=CC(=CC=C3C21)S(=O)(=O)NC2(CC2)C)C 4-((3R,5S)-4-isobutyryl-3,5-dimethylpiperazin-1-yl)-N-(1-methylcyclopropyl)-9H-pyrimido[4,5-b]indole-7-sulfonamide